diglycidyl-4,5-epoxycyclohexane-1,2-dicarboxylic acid diglycidyl ester C(C1CO1)OC(=O)C1(C(CC2C(C1)O2)(C(=O)OCC2CO2)CC2CO2)CC2CO2